ClC1=C(C=C(C(=O)NC2=CC(=C(C=C2)F)C)C=C1)C(C(=O)N1C[C@H]([C@@H](CC1)O)O)(F)F 4-chloro-3-(2-((3R,4R)-3,4-dihydroxypiperidin-1-yl)-1,1-difluoro-2-oxoethyl)-N-(4-fluoro-3-methylphenyl)benzamide